OC[C@@H](CC1=NC(=CC(=C1)C)OC)NC(OC(C)(C)C)=O tertbutyl (R)-(1-hydroxy-3-(6-methoxy-4-methylpyridin-2-yl)propan-2-yl)carbamate